C(C(C)(C)C)(=O)C=1SC=CC1 2-(pivaloyl)thiophene